NC1=CC=C(N=N1)CC1(C(NCCC1)=O)C(=O)OC methyl 3-((6-aminopyridazin-3-yl)methyl)-2-oxopiperidine-3-carboxylate